4-(2-methoxyphenyl)-6-methyl-N-(5-(2-(2-oxooxazolidin-3-yl)acetyl)-5,6-dihydro-4H-pyrrolo[3,4-d]thiazol-2-yl)nicotinamide COC1=C(C=CC=C1)C1=CC(=NC=C1C(=O)NC=1SC2=C(N1)CN(C2)C(CN2C(OCC2)=O)=O)C